ClC1=CC=C(C(=O)C=[S](C)(C)Br)C=C1 4-(chloro)benzoylmethylenedimethylsulfur bromide